8-(4-(5-(2-(2,6-dioxopiperidin-3-yl)-1-oxoisoindolin-4-yl)pentyl)piperazin-1-yl)-9-ethyl-6,6-dimethyl-11-oxo-6,11-dihydro-5H-benzo[b]carbazole-3-carbonitrile O=C1NC(CCC1N1C(C2=CC=CC(=C2C1)CCCCCN1CCN(CC1)C=1C(=CC2=C(C(C=3NC4=CC(=CC=C4C3C2=O)C#N)(C)C)C1)CC)=O)=O